(2S,4S)-N-[2-[[4-[[3-(2,3-Difluoro-4-methoxyphenyl)imidazo[1,2-a]pyrazin-8-yl]amino]-2-methylbenzoyl]amino]ethyl]-4-ethyl-4-hydroxypyrrolidin-2-carboxamid FC1=C(C=CC(=C1F)OC)C1=CN=C2N1C=CN=C2NC2=CC(=C(C(=O)NCCNC(=O)[C@H]1NC[C@](C1)(O)CC)C=C2)C